3-[[4-hydroxy-1-[(3R,4R)-1-[(2-imidazo[1,2-a]pyridin-7-ylthiazol-5-yl)methyl]-3-phenyl-piperidine-4-carbonyl]-4-piperidinyl]methyl]thieno[2,3-d]pyrimidin-4-one OC1(CCN(CC1)C(=O)[C@H]1[C@@H](CN(CC1)CC1=CN=C(S1)C1=CC=2N(C=C1)C=CN2)C2=CC=CC=C2)CN2C=NC1=C(C2=O)C=CS1